tert-butyl (R)-((3-(2-(4-cyano-2-methoxyphenoxy)-5-(4-(difluoromethyl)phenyl)-4-methylnicotinamido)phenyl)(methyl)(oxo)-λ6-sulfaneylidene)carbamate C(#N)C1=CC(=C(OC2=C(C(=O)NC=3C=C(C=CC3)[S@](=O)(C)=NC(OC(C)(C)C)=O)C(=C(C=N2)C2=CC=C(C=C2)C(F)F)C)C=C1)OC